(R)-6-(1-(difluoromethyl)cyclopropyl)-8-fluoro-2-methyl-4-((1-(2-methyl-3-(trifluoromethyl)phenyl)prop-2-yn-1-yl)amino)pyrido[4,3-d]pyrimidin-7(6H)-one FC(C1(CC1)N1C=C2C(N=C(N=C2N[C@H](C#C)C2=C(C(=CC=C2)C(F)(F)F)C)C)=C(C1=O)F)F